3-bromo-4-[[(1S)-2-hydroxy-1-phenyl-ethyl]amino]-N-methyl-benzenesulfonamide BrC=1C=C(C=CC1N[C@H](CO)C1=CC=CC=C1)S(=O)(=O)NC